C(C)(=O)O.FC1=C(C=C(C=C1)F)NC1=CC=C2C(=N1)NN=C2NC(C2=CC=C(C=C2)C2CCN(CC2)C)=O N-(6-((2,5-difluorophenyl)amino)-1H-pyrazolo[3,4-b]pyridin-3-yl)-4-(1-methylpiperidin-4-yl)benzamide, Acetic acid salt